1-((3-methoxyoxetan-3-yl)methyl)-1H-benzo[d]imidazole-6-carboxylic acid COC1(COC1)CN1C=NC2=C1C=C(C=C2)C(=O)O